FC(CNC1(CC1)C(=O)O)(F)F 1-((2,2,2-trifluoroethyl)amino)cyclopropanecarboxylic acid